N-(4-Cyanobenzyl)-6-((1-((1-(3-methoxyazetidin-1-yl)-2-methylpropan-2-yl)sulfonyl)cyclopropyl)methyl)-1-methyl-7-oxo-4,5,6,7-tetrahydro-1H-pyrazolo[3,4-c]pyridine-3-carboxamide C(#N)C1=CC=C(CNC(=O)C2=NN(C=3C(N(CCC32)CC3(CC3)S(=O)(=O)C(CN3CC(C3)OC)(C)C)=O)C)C=C1